C(C)C1(OC=2C=C(C=CC2C=2N=C(SC21)NC(=O)C=2C(=NC=NC2OCOC)OC)C(F)(F)F)CC N-(4,4-diethyl-7-(trifluoromethyl)-4H-chromeno[4,3-d]thiazol-2-yl)-4-methoxy-6-(methoxymethoxy)pyrimidine-5-carboxamide